C(CCC)C=1N(C(=C2CCCCC12)C)C=1C=CC=C2C=CC(=CC12)O 8-(1-butyl-3-methyl-4,5,6,7-tetrahydro-2H-isoindol-2-yl)naphthalen-2-ol